FC1=CC=CC2=C1N=CN2C(C)C 7-fluoro-3-isopropyl-benzimidazol